2,6-di(9H-carbazole-9-yl)anthraquinone C1=CC=CC=2C3=CC=CC=C3N(C12)C1=CC=2C(C3=CC=C(C=C3C(C2C=C1)=O)N1C2=CC=CC=C2C=2C=CC=CC12)=O